4-Methylsulphonyl-benzaldehyde CS(=O)(=O)C1=CC=C(C=O)C=C1